C(\C=C/C(=O)O)(=O)O.C(=C)O vinyl alcohol maleate